α-methylstyrene-maleamic acid C/C(/C(=O)O)=C(/C(=O)N)\C=CC1=CC=CC=C1